C1(CC1)[C@H](C)NC(=O)C1=CN=C(O1)C=1C=C(C=CC1)C=1NC(=NN1)C(=O)N[C@H](C(=O)OCC)C(C)C (S)-Ethyl 2-(5-(3-(5-(((S)-1-cyclopropylethyl) carbamoyl) oxazol-2-yl) phenyl)-4H-1,2,4-triazole-3-carboxamido)-3-methylbutyrate